2-(5-cyclopropyl-3-ethylsulfanyl-2-pyridyl)-5-(difluoromethoxy)-1,3-benzoxazole C1(CC1)C=1C=C(C(=NC1)C=1OC2=C(N1)C=C(C=C2)OC(F)F)SCC